ClC1=NC=CC(=C1)NC(=O)NC1=CC=CC=C1.[P].[C] carbon phosphorus 1-(2-chloro-4-pyridyl)-3-phenylurea